C(C)(=O)N[C@@H]1[C@H](C[C@](O[C@H]1[C@H]([C@@H](CN=[N+]=[N-])OC(C)=O)F)(C(=O)OC)SC1=CC=C(C=C1)C)OC(C)=O methyl (2R,4S,5R,6R)-5-acetamido-4-acetoxy-6-((1S,2R)-2-acetoxy-3-azido-1-fluoropropyl)-2-(p-tolylthio)tetrahydro-2H-pyran-2-carboxylate